(2R,11aS)-8-(Benzyloxy)-2,7-dimethoxy-1,2,3,10,11,11a-hexahydro-5H-benzo[e]pyrrolo[1,2-a][1,4]diazepin-5-one C(C1=CC=CC=C1)OC=1C(=CC2=C(NC[C@H]3N(C2=O)C[C@@H](C3)OC)C1)OC